C(C=C)(=O)OC(C(CCCCCC(F)(F)F)(F)F)(F)F heptafluorooctyl acrylate